6-hexylene dodecanedioate C1(CCCCCCCCCCC(=O)OCCCCCCO1)=O